dibenzyl ethylene oxide C(C1=CC=CC=C1)C1C(CC2=CC=CC=C2)O1